2-(biphenyl-4-yl)-4-(3'-cyano-biphenyl-4-yl)-6-{4-(pyridin-3-yl)-phenyl}-benzoxazole C1(=CC=C(C=C1)C=1OC2=C(N1)C(=CC(=C2)C2=CC=C(C=C2)C=2C=NC=CC2)C2=CC=C(C=C2)C2=CC(=CC=C2)C#N)C2=CC=CC=C2